ClC1=C(C=C2C(=CNC2=C1)C(=O)O)C1=CC(=C(C=C1)C1(CCC1)O)OC 6-chloro-5-[4-(1-hydroxycyclobutyl)-3-methoxyphenyl]-1H-indole-3-carboxylic acid